N-[[6-(1-methyl-5-oxo-pyrrolidine-3-carbonyl)-6-azaspiro[2.5]octan-2-yl]methyl]furo[2,3-c]pyridine-2-carboxamide CN1CC(CC1=O)C(=O)N1CCC2(C(C2)CNC(=O)C2=CC=3C(=CN=CC3)O2)CC1